methyl (S)-2-((4-(6-((4-chloro-2-fluorobenzyl)oxy)pyridin-2-yl)piperidin-1-yl)methyl)-3-(oxetan-2-ylmethyl)-3H-imidazo[4,5-b]pyridine-6-carboxylate ClC1=CC(=C(COC2=CC=CC(=N2)C2CCN(CC2)CC2=NC=3C(=NC=C(C3)C(=O)OC)N2C[C@H]2OCC2)C=C1)F